C(C)OC(CCC(C(C)O)O)=O ethyl-4,5-dihydroxyhexanoate